(2-(isopropyl-(methyl)amino)ethoxy)ethan-1-ol C(C)(C)N(CCOC(C)O)C